4-(2-Chloroacetyl)-1-(4-((1-(2-chlorophenyl)-3-hydroxypropyl)amino)-6-(methylamino)-1,3,5-triazin-2-yl)-N-(thiophen-2-ylmethyl)piperazine-2-carboxamide ClCC(=O)N1CC(N(CC1)C1=NC(=NC(=N1)NC(CCO)C1=C(C=CC=C1)Cl)NC)C(=O)NCC=1SC=CC1